1'-(3-(5-oxo-5,6-dihydro-1,6-naphthyridin-7-yl)propyl)-1',2',3',6'-tetrahydro-[3,4'-bipyridine]-6-carbonitrile O=C1C=2C=CC=NC2C=C(N1)CCCN1CCC(=CC1)C=1C=NC(=CC1)C#N